tert-butyl 5-(((di-tert-butoxyphosphoryl)oxy)methyl)-6-(methylamino)nicotinate C(C)(C)(C)OP(=O)(OC(C)(C)C)OCC=1C(=NC=C(C(=O)OC(C)(C)C)C1)NC